(S)-8-Fluoro-1-(((R)-1-(4-methoxyphenyl)ethyl)(methyl)amino)-1,5-dihydro-2H-pyrano[3,4-c]isoquinolin-6(4H)-one FC=1C=CC=2C3=C(NC(C2C1)=O)COC[C@H]3N(C)[C@H](C)C3=CC=C(C=C3)OC